4-(1H-pyrazol-1-yl)-pyrimidine N1(N=CC=C1)C1=NC=NC=C1